2-methyl-4H-pyrrolo[2,3-d]thiazole-5-carboxylic acid chloride CC=1SC2=C(N1)NC(=C2)C(=O)Cl